(E)-(2'-(1,2-bis(4-methoxyphenyl)vinyl)-4'-chloro-[1,1'-biphenyl]-2-yl)diphenylphosphine COC1=CC=C(C=C1)/C(=C\C1=CC=C(C=C1)OC)/C1=C(C=CC(=C1)Cl)C1=C(C=CC=C1)P(C1=CC=CC=C1)C1=CC=CC=C1